(4-fluorophenyl)methyl thiol FC1=CC=C(C=C1)CS